HEPT-6-ENYLBORONIC ACID C(CCCCC=C)B(O)O